CC(COS(=O)(=O)C(CO)C)(C)C 1-hydroxypropane-2-sulfonic acid 2,2-dimethylpropyl ester